C(C1=CC=CC=C1)OC1=NC(=CC=C1C1=NN(C2=C(C=CC=C12)N1CCC(CC1)CN1[C@H](CN(CC1)C(=O)OC(C)(C)C)C)C)OCC1=CC=CC=C1 tert-butyl (S)-4-((1-(3-(2,6-bis(benzyloxy)pyridin-3-yl)-1-methyl-1H-indazol-7-yl)piperidin-4-yl)methyl)-3-methylpiperazine-1-carboxylate